3-{4-[(1-phenyl-1H-pyrazol-5-yl)methyl]phenyl}-5-(trifluoromethyl)-4,5-dihydro-1,2-oxazol-5-ol C1(=CC=CC=C1)N1N=CC=C1CC1=CC=C(C=C1)C1=NOC(C1)(O)C(F)(F)F